4-(1-propionyl-indolin-5-yl)-N-(pyridin-3-ylmethyl)benzamide C(CC)(=O)N1CCC2=CC(=CC=C12)C1=CC=C(C(=O)NCC=2C=NC=CC2)C=C1